6-chloro-2-ethyl-N-(4-(4-(4-(trifluoromethoxy)phenyl)piperidine-1-yl)benzyl)imidazo[1,2-a]pyridine-3-carboxamide ditosylate S(=O)(=O)(O)C1=CC=C(C)C=C1.S(=O)(=O)(O)C1=CC=C(C)C=C1.ClC=1C=CC=2N(C1)C(=C(N2)CC)C(=O)NCC2=CC=C(C=C2)N2CCC(CC2)C2=CC=C(C=C2)OC(F)(F)F